CN([C@H]1C[C@H](C1)NS(=O)(=O)CCC)C=1C2=C(N=CN1)NC=C2 N-{cis-3-[methyl-(7H-pyrrolo[2,3-d]pyrimidin-4-yl)amino]cyclobutyl}-propane-1-sulfonamide